lithium dicyclopentadiene diformate C(=O)[O-].C(=O)[O-].C1=CC=CC1.C1=CC=CC1.[Li+].[Li+]